dioleyl-chloropropyl-trimethylammonium chloride [Cl-].C(CCCCCCC\C=C/CCCCCCCC)C([N+](C)(C)CCCCl)CCCCCCCC\C=C/CCCCCCCC